1-(5-Bromo-1,3,4-thiadiazol-2-yl)-N-[3-(fluoromethyl)oxetan-3-yl]-4-[4-(2-methylpropanoyl)piperazin-1-yl]indazole-6-sulfonamide BrC1=NN=C(S1)N1N=CC2=C(C=C(C=C12)S(=O)(=O)NC1(COC1)CF)N1CCN(CC1)C(C(C)C)=O